1-Butyl-3-Methylpyrrolium chlorid [Cl-].C(CCC)[NH+]1C=C(C=C1)C